ClC1=C2C(=NN(C2=CC=C1)S(=O)(=O)C1=CC=C(C=C1)C)N1CC(CC1(C)C)=O 1-[4-chloro-1-(p-tolylsulfonyl)indazol-3-yl]-5,5-dimethyl-pyrrolidin-3-one